(2R)-2-Amino-N-[3-ethyl-4-(1H-pyrrolo[2,3-b]pyridin-4-yl)phenyl]-4-methyl-pentanamide N[C@@H](C(=O)NC1=CC(=C(C=C1)C1=C2C(=NC=C1)NC=C2)CC)CC(C)C